(2S)-2,6-diamino-N-[(2S)-1-phenylpropan-2-yl]hexanamide N[C@H](C(=O)N[C@H](CC1=CC=CC=C1)C)CCCCN